FC=1C=CC2=C(NC(=N2)C23CC4(CC(CC(C2)C4)C3)NC(=O)C3=NC(=CC=C3)C)C1 6-Methyl-pyridine-2-carboxylic acid [3-(6-fluoro-1H-benzimidazol-2-yl)-adamantan-1-yl]-amide